3-(2-methyl-1H-imidazol-4-yl)pyridine CC=1NC=C(N1)C=1C=NC=CC1